5-fluoro-2-[(4-{7-[(1S,3S,4R)-6-methylidene-2-azabicyclo[2.2.2]octane-3-carbonyl]-2,7-diazaspiro[3.5]nonan-2-yl}pyrimidin-5-yl)oxy]-N,N-di(propan-2-yl)benzamide FC=1C=CC(=C(C(=O)N(C(C)C)C(C)C)C1)OC=1C(=NC=NC1)N1CC2(C1)CCN(CC2)C(=O)[C@H]2N[C@@H]1C(C[C@H]2CC1)=C